3-Methylimidazole bromide [Br-].CN1C=NC=C1